C(C)S(=O)(=O)C[C@@H]1[C@H](N(C1)C=1C=CC(=C2C=C(N=CC12)NC1=NC(=NC=C1)N1C[C@@H]([C@@H](CC1)OCCO)F)C(C)C)C 2-{[(3S,4R)-1-[4-({8-[(2R,3S)-3-[(ethanesulfonyl)meth-yl]-2-methylazetidin-1-yl]-5-(propan-2-yl)isoquinolin-3-yl}amino)pyrimidin-2-yl]-3-fluoropiperidin-4-yl]oxy}ethan-1-ol